2-(BENZOFURAN-6-YL)ACETALDEHYDE O1C=CC2=C1C=C(C=C2)CC=O